Cl.CNC(CN1CC2=CC=CC=C2C1)C1=CC=CC=C1 (+)-N-(2-(methylamino)-2-phenylethyl)isoindoline hydrochloride